(2S,4R)-4-aminopyrrolidine-1,2-dicarboxylic acid 1-(tert-butyl) 2-methyl ester COC(=O)[C@H]1N(C[C@@H](C1)N)C(=O)OC(C)(C)C